C(C1=CC=CC=C1)(=O)OCN1N=C(C=C1C=1C=C2C(N(C=NC2=CC1)C)=O)C1=CC=CC=C1 [5-(3-methyl-4-oxo-3,4-dihydroquinazolin-6-yl)-3-phenyl-1H-pyrazol-1-yl]Methyl benzoate